FS(C1=CC=C(C=C1)C#CC(=O)N1CCN(CC1)C(=O)OC(C)(C)C)(F)(F)(F)F tert-butyl 4-(3-(4-(pentafluoro-λ6-sulfaneyl)phenyl)propioloyl)piperazine-1-carboxylate